ClC=1C=C(C=CC1C)NC(=O)C1=CC(=CC=2NC(=NC21)N(C)C)NC(=O)C2=C(C=CC=C2Cl)Cl N-(3-chloro-4-methylphenyl)-6-{[(2,6-dichlorophenyl)carbonyl]amino}-2-(dimethylamino)-1H-benzimidazole-4-carboxamide